(S)-1-((5-(5,7-difluoroquinolin-4-yl)-3-(trifluoromethyl)pyridin-2-yl)oxy)-2,4-dimethyl-pentan-2-amine FC1=C2C(=CC=NC2=CC(=C1)F)C=1C=C(C(=NC1)OC[C@](CC(C)C)(N)C)C(F)(F)F